(E)-1,1'-(ethene-1,2-diylbis(4,1-phenylene))bis(2-methylpropan-2-ol) C(=C\C1=CC=C(C=C1)CC(C)(O)C)/C1=CC=C(C=C1)CC(C)(O)C